3-(2-(4-(2,3-dichlorophenyl)piperazin-1-yl)-2-carbonylethyl)azetidine-1-carboxylic acid tert-butyl ester C(C)(C)(C)OC(=O)N1CC(C1)CC(=C=O)N1CCN(CC1)C1=C(C(=CC=C1)Cl)Cl